BrC=1C=NN(C1)C12CC(C1)(C2)C(C)O 1-(3-(4-bromo-1H-pyrazol-1-yl)bicyclo[1.1.1]pentane-1-yl)ethane-1-ol